1-(2-ethoxy-5-fluoro-4-pyridyl)-3,3-dimethyl-N-[(3S)-3-methyl-1,1-dioxo-thiolan-3-yl]-2-oxo-indoline-5-carboxamide C(C)OC1=NC=C(C(=C1)N1C(C(C2=CC(=CC=C12)C(=O)N[C@@]1(CS(CC1)(=O)=O)C)(C)C)=O)F